OC=1C=C2C(C(=O)OC2=O)=CC1 para-hydroxyphthalic anhydride